Monoethoxytrimethylsilan C(C)O[Si](C)(C)C